C(C)OC1CCN(CC1)CC=1C=C(C=CC1)B(O)O (3-[(4-ETHOXYPIPERIDIN-1-YL)METHYL]PHENYL)BORANEDIOL